(cis)-1-benzyl 5-methyl 3,3-difluorohexahydro-cyclopenta[b]pyrrole-1,5(2H)-dicarboxylate FC1(C2C(N(C1)C(=O)OCC1=CC=CC=C1)CC(C2)C(=O)OC)F